C1(CCCCC1)CN cyclohexanemethaneamine